4-amino-7-{(1R)-1-[1-(2,4-difluorophenyl)-1H-1,2,3-triazol-4-yl]ethyl}-5-[2-(trifluoromethyl)pyrimidin-5-yl]pyrrolo[2,1-f][1,2,4]triazine-6-carbonitrile NC1=NC=NN2C1=C(C(=C2[C@@H](C)C=2N=NN(C2)C2=C(C=C(C=C2)F)F)C#N)C=2C=NC(=NC2)C(F)(F)F